NCC1=C(C2=C(N=CO2)C(=C1)C1=CC=C(C=C1)OC(F)(F)F)CO (6-(aminomethyl)-4-(4-(trifluoromethoxy)phenyl)benzo[d]oxazol-7-yl)methanol